C(C(C)(C)C)(=O)OC1=CC2=C(C(=CCCC2)C2=CC=C(C=C2)O)C=C1 9-(4-hydroxyphenyl)-6,7-dihydro-5H-benzo[7]annulen-3-yl pivalate